(S or R)-3-methyl-5-(trifluoromethyl)-2-(2-(3-(trifluoromethyl)-5,6,7,8-tetrahydro-[1,2,4]triazolo[4,3-a]pyridin-6-yl)-2H-pyrazolo[3,4-b]pyrazin-6-yl)phenol CC=1C(=C(C=C(C1)C(F)(F)F)O)C=1C=NC=2C(N1)=NN(C2)[C@H]2CCC=1N(C2)C(=NN1)C(F)(F)F |o1:21|